2-(2-chloro-5-(((5-methyl-7-(3,3,4,4-tetrafluoropyrrolidin-1-yl)-5H-pyrrolo[3,2-d]pyrimidin-2-yl)thio)methyl)phenyl)acetic acid ClC1=C(C=C(C=C1)CSC=1N=CC2=C(N1)C(=CN2C)N2CC(C(C2)(F)F)(F)F)CC(=O)O